1H-benzimidazole-5-carbonitrile N1C=NC2=C1C=CC(=C2)C#N